C\C(=C/C(=O)O)\C=C\C1C(C1)(C1=CC=2C(CCC(C2C=C1)(C)C)(C)C)C (2E,4E)-3-methyl-5-[2-methyl-2-(5,5,8,8-tetramethyl-5,6,7,8-tetrahydro-2-naphthalenyl)cyclopropyl]-2,4-pentadienoic acid